methyl 4-(4-benzyloxy-1H-indol-3-yl)benzoate C(C1=CC=CC=C1)OC1=C2C(=CNC2=CC=C1)C1=CC=C(C(=O)OC)C=C1